C[C@@H]1N(C[C@H](N(C1)C(C(C)C)C1=CC=C(C=C1)C(F)(F)F)C)C1=C2N=C(N(C2=NC(=N1)NN)C[C@H]1OCCC1)C 6-((2S,5R)-2,5-dimethyl-4-(2-methyl-1-(4-(trifluoromethyl)phenyl)propyl)piperazin-1-yl)-2-hydrazineyl-8-methyl-9-(((S)-tetrahydrofuran-2-yl)methyl)-9H-purine